2-(2-methyl-5-((2-((2-(4-(trifluoromethoxy)phenyl)-1H-benzo[d]imidazol-1-yl)methyl)phenoxy)methyl)phenyl)acetic acid CC1=C(C=C(C=C1)COC1=C(C=CC=C1)CN1C(=NC2=C1C=CC=C2)C2=CC=C(C=C2)OC(F)(F)F)CC(=O)O